[O+]1(CCCC1)[BH3-] oxolan-1-ium-1-ylboranuide